N-(3-cyano-5-fluoro-4-(1-(1-hydrazineyl-2-methyl-1-oxopropan-2-yl)-1H-pyrazol-4-yl)phenyl)-2-(6-(trifluoromethyl)pyridin-2-yl)acetamide C(#N)C=1C=C(C=C(C1C=1C=NN(C1)C(C(=O)NN)(C)C)F)NC(CC1=NC(=CC=C1)C(F)(F)F)=O